6-chloro-N-[(3R)-1-ethyl-3-piperidinyl]-5-(trifluoromethyl)pyridazin-3-amine ClC1=C(C=C(N=N1)N[C@H]1CN(CCC1)CC)C(F)(F)F